Cl.[Cl-].C1(=CC=CC=C1)[P+](CC1=CC=NC=C1)(C1=CC=CC=C1)C1=CC=CC=C1 triphenyl-(4-pyridylmethyl)phosphonium chloride hydrochloride